mono(1-chloroethyl) phosphate P(=O)(OC(C)Cl)([O-])[O-]